C(C(=O)O)(=O)O.C(C)(C)(C)OC(N[C@H]1[C@H](CC[C@@H](C1)C(=O)N(C)C)N)=O (1R,2S,5S)-2-amino-5-(dimethylaminoformyl)cyclohexylcarbamic acid tert-butyl ester monooxalate